1-cyclopropyl-5-((2R,4S)-4-(4,5-diamino-6-(3-(trifluoromethyl)bicyclo[1.1.1]pentan-1-yl)pyrimidin-2-yl)tetrahydro-2H-pyran-2-yl)pyridin-2(1H)-one C1(CC1)N1C(C=CC(=C1)[C@@H]1OCC[C@@H](C1)C1=NC(=C(C(=N1)N)N)C12CC(C1)(C2)C(F)(F)F)=O